methyl (S)-4-(2-(5-cyclopropyl-4,7-difluoro-3,3-dimethyl-2-oxoindolin-1-yl)acetamido)-3-fluorobutanoate C1(CC1)C=1C(=C2C(C(N(C2=C(C1)F)CC(=O)NC[C@H](CC(=O)OC)F)=O)(C)C)F